[(1E)-3-aminoprop-1-en-1-yl](4-fluorophenyl)imino-λ6-sulfanone dihydrochloride Cl.Cl.NC/C=C/S(=O)=NC1=CC=C(C=C1)F